FC(C=1C=CC(=NC1)N1N=NC(=C1CO)C)F [3-(5-difluoromethyl-pyridin-2-yl)-5-methyl-3H-[1,2,3]Triazol-4-yl]-methanol